CC(CC(C)O)(C)C 4,4-dimethyl-2-pentanol